zinc hydroxide salt [OH-].[Zn+2].[OH-]